C(#N)C=1C=NN2C1C=C(C=C2)C=2C=C(C(=NC2)OC)NS(=O)(=O)C2=C(C=C(C=C2)F)F N-(5-(3-cyanopyrazolo[1,5-a]pyridin-5-yl)-2-methoxypyridin-3-yl)-2,4-difluorobenzenesulfonamide